C(CCCCCCC)(=O)[Na].C(CCCCC)(=O)[Na] caproyl-sodium caprylyl-sodium salt